(1R,2S)-1-(2-chlorophenyl)-N2-(furan-2-ylmethyl)-N1-methylcyclohexane-1,2-diamine ClC1=C(C=CC=C1)[C@]1([C@H](CCCC1)NCC=1OC=CC1)NC